N,N'-di-o-toluylcarbodiimide C1(=C(C=CC=C1)N=C=NC1=C(C=CC=C1)C)C